COC(C(C(=O)OC)C(C1CCCCC1)NC1=CC=C(C=C1)S(NC1=NOC(=C1)Cl)(=O)=O)=O (((4-(N-(5-chloroisoxazol-3-yl)sulfamoyl)phenyl)amino)(cyclohexyl)methyl)malonic acid dimethyl ester